tert-butyl 4-(7-hydroxy-5,6,7,8-tetrahydro-[1,2,4]triazolo[1,5-a]pyridine-7-carbonyl)-3,3-dimethylpiperazine-1-carboxylate OC1(CC=2N(CC1)N=CN2)C(=O)N2C(CN(CC2)C(=O)OC(C)(C)C)(C)C